OC1=C(C(OC(=C1)C)=O)C(CCCCCC1=CC=CC=C1)=O 4-Hydroxy-6-methyl-3-(6-phenylhexanoyl)-2H-pyran-2-one